ClC1=C(C#N)C=CC(=C1)N1CC2(C[C@H]1C)CCN(CC2)C2=CC=C(C=C2)C(=O)N2CCC(CC2)N2CCN(CC2)C2=CC(=CC=C2)N[C@@H]2C(NC(CC2)=O)=O 2-Chloro-4-((R)-8-(4-(4-(4-(3-(((S)-2,6-dioxopiperidin-3-yl)amino)phenyl)piperazin-1-yl)piperidine-1-carbonyl)phenyl)-3-methyl-2,8-diazaspiro[4.5]decan-2-yl)benzonitrile